tin compound with helium [He].[Sn]